N-(4-(chlorodifluoromethoxy)phenyl)-3-(hydroxymethyl)-1-isopropyl-7-(pyrimidin-5-yl)-1H-indole-5-carboxamide ClC(OC1=CC=C(C=C1)NC(=O)C=1C=C2C(=CN(C2=C(C1)C=1C=NC=NC1)C(C)C)CO)(F)F